tert-Butyl (3-cyano-4-(3-((2S,3S)-3-(ethylamino)-2-methylpyrrolidin-1-yl)-5-fluoro-7,9-dihydrofuro[3,4-f]quinazolin-6-yl)-7-fluorothieno[3,2-c]pyridin-2-yl)carbamate C(#N)C1=C(SC2=C1C(=NC=C2F)C=2C1=C(C=3C=NC(=NC3C2F)N2[C@H]([C@H](CC2)NCC)C)COC1)NC(OC(C)(C)C)=O